3-(difluoromethyl)-2-fluoropyridine FC(C=1C(=NC=CC1)F)F